OCCC(CCO)NC(=O)C=1C=NC2=C(C=CC=C2C1)C1=CC=C(C=C1)C(F)(F)F N-(1,5-dihydroxypentan-3-yl)-8-(4-(trifluoromethyl)phenyl)quinoline-3-carboxamide